CC1(NC(CC(C1)NC(=O)C(=O)NN)(C)C)C N-(2,2,6,6-tetramethyl-4-piperidinyl)-N'-amino-oxamide